1-adamantyl-3-methylimidazole C12(CC3CC(CC(C1)C3)C2)C2=NC=CN2C